N1-((S)-4-methyl-1-oxo-1-(((S)-3-oxo-1-((S)-2-oxopyrrolidin-3-yl)-4-(trifluoromethoxy)butan-2-yl)amino)pentan-2-yl)-N2-(1-(trifluoromethyl)-cyclopropyl)oxalamide CC(C[C@@H](C(N[C@@H](C[C@H]1C(NCC1)=O)C(COC(F)(F)F)=O)=O)NC(C(=O)NC1(CC1)C(F)(F)F)=O)C